N-[2-[1-(3,6-dimethyl-2-morpholino-4-oxo-quinazolin-8-yl)ethoxy]phenyl]methanesulfonamide CN1C(=NC2=C(C=C(C=C2C1=O)C)C(C)OC1=C(C=CC=C1)NS(=O)(=O)C)N1CCOCC1